ClC=1C=CC(=C(C1)[C@H]1C[C@H](C1)NC(=O)C=1C=NN(C1)CC1=CC=C2C3(CN(CC2=C1)C)CC3)C#N N-((cis)-3-(5-Chloro-2-cyanophenyl)cyclobutyl)-1-((2'-methyl-2',3'-dihydro-1'H-spiro[cyclopropane-1,4'-isoquinolin]-7'-yl)methyl)-1H-pyrazole-4-carboxamide